3-((6-bromo-2-oxoquinoxalin-1(2H)-yl)methyl)azetidine-1-carboxylic acid tert-butyl ester C(C)(C)(C)OC(=O)N1CC(C1)CN1C(C=NC2=CC(=CC=C12)Br)=O